C(C1=CC=CC=C1)N1CCN(CC1)C[C@H](COC=1N=C(C2=C(N1)C(=C(N=C2)Cl)F)N2CC1CCC(C2)N1C(=O)OC(C)(C)C)O tert-butyl 3-(2-((R)-3-(4-benzylpiperazin-1-yl)-2-hydroxypropoxy)-7-chloro-8-fluoropyrido[4,3-d]pyrimidin-4-yl)-3,8-diazabicyclo[3.2.1]octane-8-carboxylate